(E)-4-((furan-2-sulfonylamino)oxy)-4-oxo-2-butenoic acid 2-[4-(5,7-dimethoxy-4-oxo-3,4-dihydro-quinazolin-2-yl)-2,6-dimethyl-phenoxy]-ethyl ester COC1=C2C(NC(=NC2=CC(=C1)OC)C1=CC(=C(OCCOC(\C=C\C(=O)ONS(=O)(=O)C=2OC=CC2)=O)C(=C1)C)C)=O